NC1CC2=C(C=C(C=C2C1)OCCNC(OC(C)(C)C)=O)Cl tert-Butyl N-[2-[(2-amino-7-chloro-2,3-dihydro-1H-inden-5-yl)oxy]ethyl]carbamate